OC1=CC2=C(N(C=N2)C2CC(C2)(C)O)C(=C1)C#N 5-hydroxy-1-[(cis)-3-hydroxy-3-methylcyclobutyl]-1H-1,3-benzodiazole-7-carbonitrile